[1,1':3',1''-terphenyl]-5-yl-boronic acid C1(=CC=CC(=C1)B(O)O)C1=CC(=CC=C1)C1=CC=CC=C1